O=C1NC(CCC1NC(=O)C1N(CC2=CC=CC=C12)CCC)=O N-(2,6-Dioxopiperidin-3-yl)-2-propylisoindoline-1-carboxamide